O=C1NC(CCC1N1C(C2=CC=CC(=C2C1=O)OCC(NCCOCCOCCOCCNC(C1=CC=C(C=C1)OC1CCC(CC1)NC(=O)NC1=CC=C(C=C1)OC(F)(F)F)=O)=O)=O)=O N-(1-((2-(2,6-dioxopiperidin-3-yl)-1,3-dioxoisoindolin-4-yl)oxy)-2-oxo-6,9,12-trioxa-3-azatetradecan-14-yl)-4-(((1r,4r)-4-(3-(4-(trifluoromethoxy)phenyl)ureido)cyclohexyl)oxy)benzamide